O=C(CC)NC1=NN2C(C=CC=C2)=C1 1-oxo-1-(pyrazolo[1,5-a]pyridin-2-ylamino)propan